C1=CC=CC=2C3=CC=CC=C3C(C12)COC(=O)N([C@@H](CC1=CN(C2=CC=CC=C12)CC=1C=NC(=CC1)F)C(=O)N[C@@H](CC(C)C)C(=O)OC(C)(C)C)C tert-butyl Nα-(((9H-fluoren-9-yl)methoxy)carbonyl)-1-((6-fluoropyridin-3-yl)methyl)-Nα-methyl-L-tryptophyl-L-leucinate